6-amino-2-{[2-fluoro-4-(methylsulfonyl)phenyl]amino}-9-isopropyl-7-(7-methyl-1H-indazol-4-yl)-7,9-dihydro-8H-purin-8-one NC1=C2N(C(N(C2=NC(=N1)NC1=C(C=C(C=C1)S(=O)(=O)C)F)C(C)C)=O)C1=C2C=NNC2=C(C=C1)C